C1=C(C(=O)OC1(CC(=O)[O-])Cl)Cl The molecule is the conjugate base of 2,4-dichloro-5-oxo-2,5-dihydro-2-furylacetic acid; major species at pH 7.3. It is a monocarboxylic acid anion and an organochlorine compound. It derives from a but-2-en-4-olide. It is a conjugate base of a 2,4-dichloro-5-oxo-2,5-dihydro-2-furylacetic acid.